C1(C=CC(N1)=O)=O.C1(C=CC(N1)=O)=O.[Si] silicon bismaleimide